ClC=1C(=NC=CN1)C1(CC1)C#N (3-chloropyrazin-2-yl)cyclopropanecarbonitrile